C(C)C(C(=O)OCC(C)(COC(C(CCCC)CC)=O)C)CCCC neopentyl glycol bis(ethylhexanoate)